CN(C(/C=C/CC[C@@H](C(=O)NC=1C(N(C=CC1)CC=1N(C2=C(C=CC=C2C1)CC(C)C)C(=O)OC(C)(C)C)=O)NC(=O)OCCO)=O)C (S,E)-tert-butyl 2-((3-(7-(dimethylamino)-2-(((2-hydroxyethoxy)carbonyl)amino)-7-oxohept-5-enamido)-2-oxopyridin-1(2H)-yl)methyl)-7-isobutyl-1H-indole-1-carboxylate